2-methyl-4-(1-tetrahydropyran-2-yl-3-vinyl-indazol-5-yl)pyrazol-3-ol CN1N=CC(=C1O)C=1C=C2C(=NN(C2=CC1)C1OCCCC1)C=C